Cl.CN1N=C(C2=CC=C(C=C12)N[C@H]1[C@@H](CNCC1)C)C1C(NC(CC1)=O)=O 3-(1-methyl-6-(((3R,4R)-3-methylpiperidin-4-yl)amino)-1H-indazol-3-yl)piperidine-2,6-dione hydrochloride